NC=1N=NC(=CC1N1C[C@H](OCC1)C1=C(C(=C(C(=O)OCC)C=C1)C)C)C1=C(C=CC=C1)O |o1:9| Ethyl (R*)-4-(4-(3-amino-6-(2-hydroxyphenyl)pyridazin-4-yl)morpholin-2-yl)-2,3-dimethylbenzoate